CC1N(CCCC1)C1=C(N=CC=2N1N=C(N2)NC2CCN(CC2)S(=O)(=O)C)C=2C=NNC2 5-(2-Methylpiperidin-1-yl)-N-(1-(methylsulfonyl)piperidin-4-yl)-6-(1H-pyrazol-4-yl)-[1,2,4]triazolo[1,5-a]pyrazin-2-amine